OB1ON=CC2=C1C=CC(=C2)C2=C(NC(C)C=1C=C(C=C3C(C(=C(OC13)N1CCOCC1)C)=O)C)C=CC=C2 8-[1-[2-(1-hydroxy-2,3,1-benzoxazaborinin-6-yl)anilino]ethyl]-3,6-dimethyl-2-morpholino-chromen-4-one